6-(maleimido)caproic acid C1(C=CC(N1CCCCCC(=O)O)=O)=O